FC(C(C(F)(F)F)(O)C1=CC=C(C=C1)C1=CC=CC=C1)(F)F 4-(1,1,1,3,3,3-hexafluoro-2-hydroxypropan-2-yl)-[1,1-biphenyl]